5-Methoxy-2,3-dihydro-1,3-benzothiazol-2-one COC=1C=CC2=C(NC(S2)=O)C1